(S)-9,10-difluoro-6-(((4-fluoro-3,5-dimethylbenzyl)(1-(6-nitropyridin-3-yl)piperidin-3-yl)amino)methyl)-2,3-dihydro-7H-[1,4]oxazino[2,3,4-ij]quinolin-7-one FC=1C=C2C(C(=CN3C2=C(C1F)OCC3)CN([C@@H]3CN(CCC3)C=3C=NC(=CC3)[N+](=O)[O-])CC3=CC(=C(C(=C3)C)F)C)=O